(S)-2-(N-[4-Amino-5-(4-benzyloxybenzoyl)thiazol-2-yl]-4-chloro-3-fluoroanilino)propanamid NC=1N=C(SC1C(C1=CC=C(C=C1)OCC1=CC=CC=C1)=O)N(C1=CC(=C(C=C1)Cl)F)[C@H](C(=O)N)C